3-(N-2-fluoroethylaminoethyl-d1)indole 5-(2,4-dioxo-3,4-dihydropyrimidin-1(2H)-yl)-4-hydroxy-2-(hydroxymethyl)tetrahydrofuran-3-yl-dihydrogenphosphate O=C1N(C=CC(N1)=O)C1C(C(C(O1)CO)OP(=O)(O)O)O.FCCNC(CC1=CNC2=CC=CC=C12)[2H]